2-(2-ethoxyphenyl)-5-methyloctahydropyrrolo[3,4-c]pyrrole oxalate C(C(=O)O)(=O)O.C(C)OC1=C(C=CC=C1)N1CC2CN(CC2C1)C